4,4'-bis(trifluoromethyl)-4,4'-diaminobiphenyl FC(C1(C=CC(C=C1)=C1C=CC(C=C1)(N)C(F)(F)F)N)(F)F